CC1=C(C(=CC=C1)C)N1C=NC=C1 1-(2,6-dimethylphenyl)-imidazole